ClC=1C=C(C=NC1)C1=NC(=C2N=CN(C2=N1)[C@H]1[C@@H]([C@@H]([C@H](C1)C(=O)NC)O)O)NCC1=C(C=CC(=C1)C)F (1S,2R,3S,4R)-4-(2-(5-chloropyridin-3-yl)-6-((2-fluoro-5-methylbenzyl)amino)-9H-purin-9-yl)-2,3-dihydroxyl-N-meth-ylcyclopentaneformamide